BrC=1C=NN(C1)C1=CC(=CC=C1)Cl 4-bromo-1-(m-chlorophenyl)-1H-pyrazole